2-methyl-8-(4-methyl-5-(p-tolyl)pyridin-2-yl)benzofuro[2,3-b]pyridine CC1=CC=C2C(=N1)OC1=C2C=CC=C1C1=NC=C(C(=C1)C)C1=CC=C(C=C1)C